CC1=C(C=C(C=N1)NC(C1=NC=CC(=C1)C(F)(F)F)=O)C=1C=NC2=CC(=NC=C2C1)NC N-(6-Methyl-5-(7-(methylamino)-1,6-naphthyridin-3-yl)pyridin-3-yl)-4-(trifluoromethyl)picolinamide